C(C1=CC=CC=C1)OC1=C(C=CC=C1)C1=CC(=CC=C1C(F)(F)F)C[C@]1(C[C@H](CC1)NS(=O)(=O)C)C=1OC=C(N1)CCl N-((1S,3R)-3-((2'-(benzyloxy)-6-(trifluoromethyl)-[1,1'-biphenyl]-3-yl)methyl)-3-(4-(chloromethyl)oxazol-2-yl)cyclopentyl)methanesulfonamide